N1(N=NC2=C1C=CC=C2)C2=CC=CC(=N2)N 6-(1H-benzotriazole-1-yl)pyridin-2-amine